OC1=CC=C(C=C1)C1=CC=C(C=N1)S(=O)(=O)N1CC(CC1)C(=O)N1CCN(CC1)C1=CC=NC2=CC=CC=C12 (1-((6-(4-hydroxyphenyl)pyridin-3-yl)sulfonyl)pyrrolidin-3-yl)(4-(quinolin-4-yl)piperazin-1-yl)methanone